C(C1=CC=CC=C1)C1=C(C(=C(C(=C1O)CC1=CC=CC=C1)CC1=CC=CC=C1)CC1=CC=CC=C1)CC1=CC=CC=C1 penta(benzyl)phenol